N1(C=NC2=C1C=CC=C2)CC(=O)NC2=CC=C(C=C2)N2N=C(C=C2C2CCCCC2)C2CCCCC2 2-(1H-benzo[d]imidazol-1-yl)-N-[4-(3,5-dicyclohexyl-1H-pyrazol-1-yl)phenyl]acetamide